N(=[N+]=[N-])C1=C(C=C(C=C1)Br)N1CCC2(CC2)CC1 6-(2-azido-5-bromophenyl)-6-azaspiro[2.5]octane